(R)-3-(3-(1-((6-bromo-2-methyl-8,9-dihydro-7H-cyclopenta[H]quinazolin-4-yl)amino)ethyl)-2-fluorophenyl)-3,3-difluoropropan-1-ol BrC=1C=C2C(=NC(=NC2=C2C1CCC2)C)N[C@H](C)C=2C(=C(C=CC2)C(CCO)(F)F)F